2-bromo-7-chlorobenzo[d]oxazole BrC=1OC2=C(N1)C=CC=C2Cl